ClC1=C(C#N)C=CC=C1C=O 2-chloro-3-formylbenzonitrile